COCCOC=1C=C2C=CC(=CC2=CC1)N(C1=CC=CC=C1)C1=CC=C(C=C1)[N+](=O)[O-] 6-(2-Methoxyethoxy)-N-(4-nitrophenyl)-N-phenylnaphthalen-2-amine